3-(6-(2-chlorobenzyloxy)naphthalen-2-yl)-1-isopropyl-1H-pyrazolo[3,4-d]pyrimidin-4-amine ClC1=C(COC=2C=C3C=CC(=CC3=CC2)C2=NN(C3=NC=NC(=C32)N)C(C)C)C=CC=C1